C(C)(C)(C)OC(=O)N1CC(C(CC1)C(NC)=O)F 3-fluoro-4-(methylcarbamoyl)piperidine-1-carboxylic acid tert-butyl ester